4-((4-butylphenyl)ethynyl)-2-fluoroaniline C(CCC)C1=CC=C(C=C1)C#CC1=CC(=C(N)C=C1)F